N1C=CC2=C(C=CC=C12)CCNC1=CC=NC=N1 6-[2-(1H-indol-4-yl)-ethylamino]-pyrimidin